FC=1C(=CC2=C(OCCN2)C1)C1=C(N=C2N1C=CC=N2)C2=CC(=NC=C2)C 7-Fluoro-6-(2-(2-methylpyridin-4-yl)imidazo[1,2-a]pyrimidin-3-yl)-3,4-dihydro-2H-benzo[b][1,4]oxazine